C(=CC)N 1-propenyl-amine